C(CCC)C1=CC2=C(NC=N2)C=C1 5-butyl-1H-benzoimidazol